[Br-].C[N+](CCOCCOCCOCCC(OC(C)(C)C)=O)(C)C N,N,N,14,14-pentamethyl-12-oxo-3,6,9,13-tetraoxapentadecan-1-aminium bromide